C(C)(C)(C)OC(N[C@@H]1[C@@H](OCC12CCN(CC2)C2=NC=C(C=1N2C=NN1)SC1=C(C(=NC=C1)N)Cl)C)=O ((3S,4S)-8-(8-((2-amino-3-chloropyridin-4-yl)thio)-[1,2,4]triazolo[4,3-c]pyrimidin-5-yl)-3-methyl-2-oxa-8-azaspiro[4.5]decan-4-yl)carbamic acid tert-butyl ester